succinimidyl-6-(6-((iodoacetyl)-amino)hexanoylamino)hexanoate C1(CCC(N1C(C(=O)[O-])CCCCNC(CCCCCNC(CI)=O)=O)=O)=O